5,6-dibromobenzene BrC=1C=CC=CC1Br